cyclohexylammonium C1(CCCCC1)[NH3+]